BrC1=CC(=C(C=C1)C(C)(F)F)F 4-bromo-1-(1,1-difluoroethyl)-2-fluoro-benzene